NC(=O)C1=CC=CC2=CN(N=C12)C1=CC=C(C[NH2+]CC2=CC=[NH+]C=C2)C=C1 4-[({4-[7-(aminocarbonyl)-2H-indazole-2-yl]benzyl}ammonio)methyl]pyridinium